C1(=CC=CC2=CC=CC=C12)C1=C(C(=C(C=C1)C1=CC=CC=C1)N)N naphthylbiphenyl-diamine